2,4-dichloro-2,4-dimethylhexane ClC(C)(CC(CC)(C)Cl)C